2-(3-Toluenyl)-4,4,5,5-tetramethyl-1,3,2-dioxaborolane CC1=CC(=CC=C1)B1OC(C(O1)(C)C)(C)C